N-((6-(tert-butyl)-3-methoxypyridin-2-yl)sulfonyl)-5-(3-fluoro-1H-pyrazol-1-yl)-8-methylquinoline-2-carboxamide C(C)(C)(C)C1=CC=C(C(=N1)S(=O)(=O)NC(=O)C1=NC2=C(C=CC(=C2C=C1)N1N=C(C=C1)F)C)OC